Benzyl 2-acetamido-3,6-di-O-butanoyl-2,4-dideoxy-4-fluoro-α-D-glucopyranoside C(C)(=O)N[C@H]1[C@@H](OCC2=CC=CC=C2)O[C@@H]([C@H]([C@@H]1OC(CCC)=O)F)COC(CCC)=O